NC1=C(C=2C=C(C=3N(C2N1C1=C(C(=CC=C1C)O)C)C=CN3)C)C(=O)N 2-amino-1-(3-hydroxy-2,6-dimethylphenyl)-5-methyl-1H-imidazo[1,2-a]pyrrolo[3,2-e]pyridine-3-carboxamide